C(C)(C)[Si](COCC)(COCC)C(C)C diisopropyl-bis(ethoxymethyl)silane